3-(1-oxo-4-((7-(piperidin-1-yl)heptyl)thio)isoindolin-2-yl)piperidine-2,6-dione O=C1N(CC2=C(C=CC=C12)SCCCCCCCN1CCCCC1)C1C(NC(CC1)=O)=O